tert-butyl ((3R)-1-(2-chloro-7-isopropyl-8-methyl-7,8-dihydro-6H-pyrimido[5,4-b][1,4]oxazin-4-yl)pyrrolidin-3-yl)(methyl)carbamate ClC=1N=C(C=2OCC(N(C2N1)C)C(C)C)N1C[C@@H](CC1)N(C(OC(C)(C)C)=O)C